Methyl (S)-5-((8-bromo-6-(bromomethyl)-4-oxochroman-3-yl)methyl)-2-fluorobenzoate BrC=1C=C(C=C2C([C@H](COC12)CC=1C=CC(=C(C(=O)OC)C1)F)=O)CBr